BrC1=CC=C2C(=CN(C2=C1)C(=O)OC(C)(C)C)N1CCN(CC1)C(=O)OC(C)(C)C tert-butyl 6-bromo-3-(4-(tert-butoxycarbonyl) piperazin-1-yl)-1H-indole-1-carboxylate